5-ethynyl-thiophene-3-carboxylic acid C(#C)C1=CC(=CS1)C(=O)O